5-[5-(2-Chloropyridin-4-yl)-5-(trifluoromethyl)-4,5-dihydro-1,2-oxazol-3-yl]-2-(1H-1,2,4-triazol-1-yl)benzonitrile ClC1=NC=CC(=C1)C1(CC(=NO1)C=1C=CC(=C(C#N)C1)N1N=CN=C1)C(F)(F)F